Cl.FC(OC=1C=C(C=CC1)[C@H](C)N)F (S)-1-(3-(difluoromethoxy)phenyl)ethane-1-amine hydrochloride